N-(2-chlorobenzo[d]thiazol-5-yl)-2,3-dihydrobenzofuran-5-carboxamide ClC=1SC2=C(N1)C=C(C=C2)NC(=O)C=2C=CC1=C(CCO1)C2